NC=1C=C(OCCCCCCCCOC2=CC(=CC=C2)N)C=CC1 1,8-Bis(3-aminophenoxy)octane